[(2R,3S,11bR)-9,10-dimethoxy-3-(2-methylpropyl)-1H,2H,3H,4H,6H,7H,11bH-pyrido[2,1-a]isoquinolin-2-yl]methyl (4S)-2,6-dioxo-1,3-diazinane-4-carboxylate O=C1NC(C[C@H](N1)C(=O)OC[C@@H]1C[C@H]2N(CCC3=CC(=C(C=C23)OC)OC)C[C@H]1CC(C)C)=O